4-Phenylmethyloxy-3-chloro-2-(methoxymethyloxy)benzaldehyde C1(=CC=CC=C1)COC1=C(C(=C(C=O)C=C1)OCOC)Cl